3-chloro-N-(2-{[(2-methoxyphenyl)amino]carbonyl}phenyl)-4-methyl-benzamide magnesium(II) [Mg+2].ClC=1C=C(C(=O)NC2=C(C=CC=C2)C(=O)NC2=C(C=CC=C2)OC)C=CC1C